ClC=1C=NC(=NC1)N1CCN(CC1)C(CCOC[C@H](CO)NC1=C(C(NN=C1)=O)C(F)(F)F)=O (S)-5-((1-(3-(4-(5-Chloropyrimidin-2-yl)piperazin-1-yl)-3-oxopropoxy)-3-hydroxypropan-2-yl)amino)-4-(trifluoromethyl)pyridazin-3(2H)-one